5-{5-[(1R,4R,7R)-7-Amino-2-azabicyclo[2.2.1]heptane-2-carbonyl]-7-methoxy-1-methyl-1H-1,3-benzodiazol-2-yl}-6-(cyclopropylmethyl)pyridine-2-carbonitrile N[C@H]1[C@@H]2N(C[C@H]1CC2)C(=O)C2=CC1=C(N(C(=N1)C=1C=CC(=NC1CC1CC1)C#N)C)C(=C2)OC